7-(2,2-difluoroethoxy)-1-(4-hydroxy-3-nitrophenyl)-3-(2-methyl-2H-indazol-5-yl)-1H,2H,3H,4H-pyrido[2,3-d]pyrimidin-2-one FC(COC=1C=CC2=C(N(C(N(C2)C2=CC3=CN(N=C3C=C2)C)=O)C2=CC(=C(C=C2)O)[N+](=O)[O-])N1)F